O2-benzyl O1-tert-butyl 4-(hydroxymethyl)azetidine-1,2-dicarboxylate OCC1CC(N1C(=O)OC(C)(C)C)C(=O)OCC1=CC=CC=C1